[C@@H]1([C@H](O)[C@H](O)[C@@H](COP(=O)(O)O)O1)N1C(=O)N=C(N)C=C1.[Na].[Na] disodium 5'-cytidylic acid